sodium 1-(6-(2-oxa-8-azaspiro[4.5]decan-8-yl)pyrimidin-4-yl)-4-(1H-1,2,3-triazol-1-yl)-1H-pyrazol-5-ol C1OCCC12CCN(CC2)C2=CC(=NC=N2)N2N=CC(=C2O)N2N=NC=C2.[Na]